ClC1=C(C=CC=C1C1=CC=C(C(=N1)OC)CNC[C@@H]1CCC(N1)=O)C1=C(C(=CC=C1)NC=1C2=C(N=C(N1)C(F)F)C=C(C=N2)C=C)C (S)-5-((((6-(2-chloro-3'-((2-(difluoromethyl)-7-vinylpyrido[3,2-d]pyrimidin-4-yl)amino)-2'-methyl-[1,1'-biphenyl]-3-yl)-2-methoxypyridin-3-yl)methyl)amino)methyl)pyrrolidin-2-one